1,1,3,3-tetrakis(3-bromo-4-hydroxyphenyl)propane BrC=1C=C(C=CC1O)C(CC(C1=CC(=C(C=C1)O)Br)C1=CC(=C(C=C1)O)Br)C1=CC(=C(C=C1)O)Br